2-methyl-2-pentyl-1,3-hexanediol CC(CO)(C(CCC)O)CCCCC